3'-fluoro-4-hydroxy-5-nitro-[1,1'-biphenyl]-3-carbaldehyde FC=1C=C(C=CC1)C1=CC(=C(C(=C1)[N+](=O)[O-])O)C=O